(S)-6-((2-(5-Amino-3,3-difluoropiperidin-1-yl)-1H-benzo[d]imidazol-1-yl)methyl)nicotinonitril N[C@H]1CC(CN(C1)C1=NC2=C(N1CC1=NC=C(C#N)C=C1)C=CC=C2)(F)F